COC=1C=C(C=CC1OC)C1=CC(=NN1C1=CC=C(C=C1)F)OCC(=O)OCC ethyl {[5-(3,4-dimethoxyphenyl)-1-(4-fluorophenyl)-1H-pyrazol-3-yl]oxy}acetate